[2-(3-azabicyclo[3.1.0]hexan-3-yl)-6-chloropyridin-3-yl]-(4-methyl-2-phenylpiperazin-1-yl)methanone C12CN(CC2C1)C1=NC(=CC=C1C(=O)N1C(CN(CC1)C)C1=CC=CC=C1)Cl